7-((S)-1-((2S,4r)-2-(aminomethyl)-6-oxo-5-oxa-7-azaspiro[3.4]octan-7-yl)ethyl)-3-(isoxazol-4-yl)-1H-indole-2-carboxylic acid NCC1CC2(C1)OC(N(C2)[C@@H](C)C=2C=CC=C1C(=C(NC21)C(=O)O)C=2C=NOC2)=O